tert-butyl 4-(5-fluoropyridin-2-yl)-1,5-dimethyl-1H-pyrazole-3-carboxylate FC=1C=CC(=NC1)C=1C(=NN(C1C)C)C(=O)OC(C)(C)C